1,3-bis((3-methyl-2,5-dioxopyrrol-1-yl)methyl)benzene 5-(tert-butyl)3-ethyl-isoxazole-3,5-dicarboxylate C(C)(C)(C)C1(CC(NO1)(C(=O)O)CC)C(=O)O.CC=1C(N(C(C1)=O)CC1=CC(=CC=C1)CN1C(C(=CC1=O)C)=O)=O